[2-(7-Chloro-4-methoxy-2-methyl-indol-1-yl)-ethyl]-{6-[3-methoxy-4-(1H-tetrazol-5-yl)-phenyl]-pyrimidin-4-yl}-amine ClC=1C=CC(=C2C=C(N(C12)CCNC1=NC=NC(=C1)C1=CC(=C(C=C1)C1=NN=NN1)OC)C)OC